2-hydroxy-5-(2-((2-methoxy-4-(4-(4-methylpiperazin-1-yl)piperidin-1-yl)phenyl)amino)-4-(methylamino)pyrimidin-5-yl)benzaldehyde OC1=C(C=O)C=C(C=C1)C=1C(=NC(=NC1)NC1=C(C=C(C=C1)N1CCC(CC1)N1CCN(CC1)C)OC)NC